2-methyl-5-(3-cyanophenyl)-N-(3-(2-oxopropyl)-1,2,4-thiadiazol-5-yl)thiophene-3-carboxamide CC=1SC(=CC1C(=O)NC1=NC(=NS1)CC(C)=O)C1=CC(=CC=C1)C#N